COC1=CC=C2C=CC(=CC2=C1NC(C=C)=O)C1=CC=CC(=N1)C(=O)NCC1CCN(CC1)C 6-[7-methoxy-8-(prop-2-enamido)naphthalen-2-yl]-N-[(1-methylpiperidin-4-yl)methyl]pyridine-2-carboxamide